FC1(CC(C1)S(=O)(=O)C=1C=C(C(=O)N2CC3(C4=CC(=CC=C24)NS(=O)(=O)C)CCC2(CC3)CC2)C=CC1)F N-(1''-(3-((3,3-difluorocyclobutyl)sulfonyl)benzoyl)dispiro[cyclopropane-1,1'-cyclohexane-4',3''-indolin]-5''-yl)methanesulfonamide